ClC1=CC=C(C=C1)C=1N=CN(C1C1=CC=NC=C1)CC(=O)N(C1COC2(CN(C2)C)C1)C 2-[4-(4-chlorophenyl)-5-(pyridin-4-yl)-1H-imidazol-1-yl]-N-methyl-N-{2-methyl-5-oxa-2-azaspiro[3.4]octan-7-yl}acetamide